5,6-dioctyloxy-2-methylisoindole-1,3-dione C(CCCCCCC)OC=1C=C2C(N(C(C2=CC1OCCCCCCCC)=O)C)=O